ClCC=1C(=C(C(=C(C1C1=CC=CC=C1)CCl)C1=CC=CC=C1)O)C1=CC=CC=C1 3,5-bis(chloromethyl)-2,4,6-triphenyl-phenol